3-((tert-butoxycarbonyl)(methyl)amino)-2-(3-chloro-4-fluoro-2-methoxyphenyl)propionic acid C(C)(C)(C)OC(=O)N(CC(C(=O)O)C1=C(C(=C(C=C1)F)Cl)OC)C